1-(3,3,3-trifluoropropionyl)pyrrolidine-2-carboxamide FC(CC(=O)N1C(CCC1)C(=O)N)(F)F